N1=C(C=CC2=CC=CC=C12)NC1=CC=C(C=C1)S(=O)(=O)N 4-(quinolin-2-ylamino)benzenesulfonamide